Platinous Oxide [Pt]=O